FCC(C)(C)C1=NOC(=N1)C(=O)NCC1=C(C=C(C=C1)C=1C=2N(C=C(N1)C=1C=NN(C1)C)N=CC2)F 3-(1-fluoro-2-methylpropan-2-yl)-N-(2-fluoro-4-(6-(1-methyl-1H-pyrazol-4-yl)pyrazolo[1,5-a]pyrazin-4-yl)benzyl)-1,2,4-oxadiazole-5-carboxamide